ClC1=CC(=CC(=N1)N1CC2CC2C1)C=1CCOCC1 3-[6-Chloro-4-(3,6-dihydro-2H-pyran-4-yl)pyridin-2-yl]-3-azabicyclo[3.1.0]hexane